Cl.C(C1=CC=CC=C1)OCCN[C@H](C)C1=CC(=C(C(=C1)OC)C1CC1)OC (1R)-N-[2-(benzyloxy)ethyl]-1-(4-cyclopropyl-3,5-dimethoxyphenyl)ethane-1-amine hydrochloride